(±)-trans-3-butyl-3-ethyl-2,3,4,5-tetrahydro-8-isopropoxy-5-phenyl-1,4-benzothiazepine-4-ol 1,1-dioxide C(CCC)[C@]1(CS(C2=C([C@@H](N1O)C1=CC=CC=C1)C=CC(=C2)OC(C)C)(=O)=O)CC |r|